1-(4-cyanophenyl)-2-((1-methyl-1H-tetrazol-5-yl)sulfinyl)ethan-1-one C(#N)C1=CC=C(C=C1)C(CS(=O)C1=NN=NN1C)=O